3-Hydroxy-N,N-DIETHYLANILINE CCN(CC)C1=CC(=CC=C1)O